N1(CCOCC1)C1=NC2=C(N=CC=C2C(=C1)C=1C=NC2=CC=CC=C2C1)C1=CC=NN1 2-(morpholin-4-yl)-8-(1H-pyrazol-5-yl)-4-(quinolin-3-yl)-1,7-naphthyridine